2-bromo-4,6-dimethylphenol BrC1=C(C(=CC(=C1)C)C)O